OC1=C(CO)C=CC=C1O 2,3-dihydroxybenzyl alcohol